C1(=CC=CC2=CC=CC=C12)CNC(=O)NC=1C=NC2=CC=CC=C2C1 1-(1-naphthylmethyl)-3-quinolin-3-ylurea